BrC1=C2C=CN(C2=CC(=C1C(C1=CC(=NC=C1)C#N)O)F)[Si](C(C)C)(C(C)C)C(C)C 4-[(4-bromo-6-fluoro-1-triisopropylsilyl-indol-5-yl)-hydroxy-methyl]pyridine-2-carbonitrile